lithium methylnaphthalenedisulfonate COS(=O)(=O)C=1C(=CC=C2C=CC=CC12)S(=O)(=O)[O-].[Li+]